OC1=CC=C(C=C1)C=CC(=O)N[C@H](C(=O)O)CC1=CC=CC=C1 (2S)-2-[3-(4-hydroxyphenyl)prop-2-enamido]-3-phenylpropionic acid